C(C)(C)(C)C1=CC=C(C=C1)C=1C=C2CC(C(C2=CC1)NC(O[C@@H]1CN2CCC1CC2)=O)(CC)CC (S)-quinuclidin-3-yl (5-(4-(tert-butyl)phenyl)-2,2-diethyl-2,3-dihydro-1H-inden-1-yl)carbamat